3-[(2R,3R)-3-(2,4-difluorophenyl)-3-hydroxy-4-(1,2,4-triazol-1-yl)-2-butyl]1,2,3-benzotriazin-4-one FC1=C(C=CC(=C1)F)[C@]([C@@H](C)N1N=NC2=C(C1=O)C=CC=C2)(CN2N=CN=C2)O